FC1=NC=C(C=C1[C@@H](C)N(C(O)=O)C1=C(N=NN1C)C1=NC=C(C=C1)NC(=O)C1CC(C1)(F)F)F.ClC1=C(C=C(C=C1)C(F)(F)F)N 4-chloro-3-aminobenzotrifluoride (R)-1-(2,5-difluoropyridin-3-yl)ethyl-(4-(5-(3,3-difluorocyclobutane-1-carboxamido)pyridin-2-yl)-1-methyl-1H-1,2,3-triazol-5-yl)carbamate